IC=1C(=NN(C1)C(C(=O)NC1=C(C=C(C=C1)C(F)(F)F)C#CC)(C)C)C 2-(4-iodo-3-methyl-1H-pyrazol-1-yl)-2-methyl-N-(2-(prop-1-yn-1-yl)-4-(Trifluoromethyl)phenyl)propanamide